(Z)-N-hydroxy-1,3-thiazole-4-carbonimidoyl chloride O\N=C(\C=1N=CSC1)/Cl